BrC=1C(=NC(=C(C1)Br)OC)N 3,5-dibromo-6-methoxypyridin-2-amine